N-allyl-acrylamide C(C=C)NC(C=C)=O